FCC(CF)NC(=O)C1=CC2=CC=CC(=C2C=C1)C1=CC=C(C=C1)C(F)(F)F N-(1,3-difluoro-propan-2-yl)-5-(4-(trifluoromethyl)phenyl)-2-naphthamide